4-amino-2-iodophenylsulfonyl fluoride NC1=CC(=C(C=C1)S(=O)(=O)F)I